FC=1C=C(C=CC1OC=1C=C2C=NN(C2=CC1C=1C=NNC1)C(C)C)NC(=O)C=1C(N(C(=CC1)C)C1=CC=C(C=C1)F)=O N-(3-fluoro-4-(1-isopropyl-6-(1H-pyrazol-4-yl)-1H-indazol-5-yloxy)phenyl)-1-(4-fluorophenyl)-6-methyl-2-oxo-1,2-dihydropyridine-3-carboxamide